ClC1=CC(=C(C=C1)C=1C=C2C(=NC1)NN=C2C(=O)C=2C(=C(C(=CC2)F)CCCS(=O)(=O)N)F)C 3-(5-(4-chloro-2-methylphenyl)-1H-pyrazolo[3,4-b]pyridine-3-carbonyl-2,6-difluorophenyl)propane-1-sulfonamide